(5-aminopentyl)-5-[(3aS,4S,6aR)-2-oxohexahydro-1H-thieno[3,4-d]imidazol-4-yl]pentanamide NCCCCCC(C(=O)N)CCC[C@@H]1SC[C@@H]2NC(N[C@@H]21)=O